Carbonyl-E-iron C(=O)=[Fe]